C1(CC1)NC1=NC(=NC=C1C(F)(F)F)NC1=C2C=NN(C2=CC=C1)CCOC N4-cyclopropyl-N2-[1-(2-methoxyethyl)indazol-4-yl]-5-(trifluoromethyl)pyrimidine-2,4-diamine